N1=C(N=CC=C1)C(C)NCC=1N=NC(=CC1)OC(F)(F)F 1-(pyrimidin-2-yl)-N-((6-(trifluoromethoxy)pyridazin-3-yl)methyl)ethan-1-amine